C(C)(C)(C)C1CC(CC=2SC(=C(C21)C(=O)OC(C)C2=C(C=CC(=C2)CBr)[N+](=O)[O-])N)(CCC2=NOC=C2)CC2CC2 1-(5-(bromomethyl)-2-nitrophenyl)ethan-1-ol tert-Butyl-2-amino-6-(cyclopropylmethyl)-6-(2-(isoxazol-3-yl)ethyl)-4,5,6,7-tetrahydrobenzo[b]thiophene-3-carboxylate